S1CCN(CC1)C=1C=C(C=CC1)NC=1C(C(C1NCC1=NC=CC=C1)=O)=O 3-((3-thiomorpholinophenyl)amino)-4-((pyridin-2-ylmethyl)amino)cyclobut-3-ene-1,2-dione